4-nitrophenylaminocarbazide [N+](=O)([O-])C1=CC=C(C=C1)NNNC(=O)NN